1-benzyl-6-cyclopropyl-1H-pyrazolo[3,4-b]pyridine-4-ol C(C1=CC=CC=C1)N1N=CC2=C1N=C(C=C2O)C2CC2